BrC(C)C=1C=CC(=NC1)C(F)(F)F 5-(1-bromoethyl)-2-(trifluoromethyl)pyridine